S(=O)(=O)(ON1C2C=C(CN(C1=O)C2)N2N=CC(=C2)C(F)(F)F)[O-].[Na+] sodium [7-oxo-3-[4-(trifluoromethyl)pyrazol-1-yl]-1,6-diazabicyclo[3.2.1]oct-3-en-6-yl] sulfate